7-bromo-5-iodo-4H-1,4-benzoxazin-3-one BrC1=CC2=C(NC(CO2)=O)C(=C1)I